dimethyl-docosanoic acid CC(C(=O)O)(CCCCCCCCCCCCCCCCCCCC)C